(3S,4R,5S)-5-(4-(3-fluorophenyl)-1H-1,2,3-triazol-1-yl)tetrahydro-2H-pyran-3,4-diol FC=1C=C(C=CC1)C=1N=NN(C1)[C@@H]1[C@H]([C@H](COC1)O)O